6-[1-({4-[5-(Difluoromethyl)-1,3,4-oxadiazol-2-yl]-2,5-difluorophenyl}methyl)-1H-1,2,3-triazol-4-yl]-N-ethylquinazolin-2-amine FC(C1=NN=C(O1)C1=CC(=C(C=C1F)CN1N=NC(=C1)C=1C=C2C=NC(=NC2=CC1)NCC)F)F